perfluorophenyl 1-(4-(2-(((2R,3R,4R,5R,6R)-5-acetamido-3,4,6-trihydroxytetrahydro-2H-pyran-2-yl)methoxy)ethyl)-1H-1,2,3-triazol-1-yl)-13-oxo-3,6,9,16,19-pentaoxa-12-azadocosan-22-oate C(C)(=O)N[C@@H]1[C@H]([C@H]([C@H](O[C@H]1O)COCCC=1N=NN(C1)CCOCCOCCOCCNC(CCOCCOCCC(=O)OC1=C(C(=C(C(=C1F)F)F)F)F)=O)O)O